FC1C2CN(C(C1)C2)C(=O)[O-] 5-fluoro-2-azabicyclo[2.2.1]heptane-2-carboxylate